FC=1C(=CC(=C(C1)C(C(=O)OC)(C)C)OC)CNC(=O)C1=CC2=C(N(C(=N2)C2(CC2)C(F)(F)F)COCC[Si](C)(C)C)C=C1 Methyl 2-[5-fluoro-2-methoxy-4-[[[2-[1-(trifluoromethyl)cyclopropyl]-1-(2-trimethylsilylethoxymethyl)benzimidazole-5-carbonyl]amino]methyl]phenyl]-2-methyl-propanoate